FC1=C(N=C2N(C1=O)CC[C@H](N2CC2=CC(=NO2)C)C(F)(F)F)N2[C@@H](COCC2)C (S)-3-Fluoro-9-(3-methylisoxazol-5-yl-methyl)-2-((R)-3-methylmorpholin-4-yl)-8-trifluoromethyl-6,7,8,9-tetrahydro-pyrimido[1,2-a]-pyrimidin-4-one